NCC=1C=NC(=NC1)C1=C(C=C(C#N)C=C1)C(=O)C=1N=C(SC1C)N1CCOCC1 4-[5-(aminomethyl)pyrimidin-2-yl]-3-(5-methyl-2-morpholin-4-yl-1,3-thiazole-4-carbonyl)benzonitrile